BrC=1C(=CC(=C(C1)C=N)[N+](=O)[O-])OC(C)C 1-(5-bromo-4-isopropoxy-2-nitrophenyl)methyleneamine